COC([C@H](C[C@H]1C(NCC1)=O)NC(=O)[C@@H]1C[Si](CN1C(=O)OC(C)(C)C)(C)C)=O tert-Butyl (R)-5-(((S)-1-methoxy-1-oxo-3-((S)-2-oxopyrrolidin-3-yl)propan-2-yl)carbamoyl)-3,3-dimethyl-1,3-azasilolidine-1-carboxylate